rac-ethyl 2-(4-chloro-7-(difluoromethyl)-6-(4-morpholinophenyl)-2H-indazol-2-yl)-2-((R)-6-fluoro-6,7-dihydro-5H-pyrrolo[1,2-c]imidazolyl)acetate ClC=1C2=CN(N=C2C(=C(C1)C1=CC=C(C=C1)N1CCOCC1)C(F)F)[C@@H](C(=O)OCC)C1=C2N(C=N1)C[C@@H](C2)F |&1:25|